BrC=1C=CC2=C(C3=C(S2(=O)=O)C=CC=C3)C1 8-bromodibenzothiophene 5,5-dioxide